tert-butyl 6-{4-[(3-methyl-4-{[1,2,4]triazolo[1,5-a]pyridin-7-yloxy}phenyl)amino]pyrido[3,2-d]pyrimidin-6-yl}-3,6-diazabicyclo[3.1.1]heptane-3-carboxylate CC=1C=C(C=CC1OC1=CC=2N(C=C1)N=CN2)NC=2C1=C(N=CN2)C=CC(=N1)N1C2CN(CC1C2)C(=O)OC(C)(C)C